1-(3-chloro-2-fluorobenzyl)-4-((4-chloro-3,5-dimethyl-6-((5-methyl-1H-pyrazol-3-yl)amino)pyridin-2-yl)methyl)piperidine-4-carboxylic acid ClC=1C(=C(CN2CCC(CC2)(C(=O)O)CC2=NC(=C(C(=C2C)Cl)C)NC2=NNC(=C2)C)C=CC1)F